C(CCCCCCC)C(C(=O)OCCCCCCC(=O)O[C@@H](COC(CCCCCCOC(C(CCCCCCCC)CCCCCCCC)=O)=O)CO)CCCCCCCC (R)-((3-Hydroxypropane-1,2-diyl)bis(oxy))bis(7-oxoheptane-7,1-diyl) bis(2-octyldecanoate)